C(C)(C)(C)CC(CC(=O)[O-])=O.C(C)(C)(C)CC(CC(=O)[O-])=O.C(C)(C)(C)CC(CC(=O)[O-])=O.C(C)(C)(C)CC(CC(=O)[O-])=O.[Zr+4] zirconium (IV) tetra(tert-butylacetoacetate)